Silver fluoride silver [Ag].[Ag]F